7-(3,5-Dichlorophenyl)-N-[(4S)-3,4-dihydro-2H-chromen-4-yl]-3-(dimethylamino)-1-benzothiophene-2-carboxamide ClC=1C=C(C=C(C1)Cl)C1=CC=CC=2C(=C(SC21)C(=O)N[C@H]2CCOC1=CC=CC=C21)N(C)C